ClC1=CC2=C(N(C(C3=C(N2)C=CC=C3)=O)CCCOC3OCCCC3)C=C1 7-Chloro-10-[3-(tetrahydro-2H-pyran-2-yloxy)propyl]-5,10-dihydro-11H-dibenzo[b,e][1,4]diazepin-11-one